N-(2,3,4,9-tetrahydro-1H-carbazole-1-yl)-1,4,5,6-tetrahydrocyclopenta[c]pyrazole-3-carboxamide C1(CCCC=2C3=CC=CC=C3NC12)NC(=O)C=1C2=C(NN1)CCC2